C1=CC=C2C(=C1)C(C3=CC=CC=C32)COC(=O)NCCCOCCOCCOCCCNC(=O)CCC(=O)O N-Fmoc-N-succinyl-4,7,10-trioxa-1,13-tridecanediamine